2-[4-[5-Amino-4-cyano-1-(2-deuterio-2,2-difluoro-1-methylethyl)pyrazol-3-yl]phenyl]-N-[3-(2,2-dimethylpropyl)isoxazol-5-yl]propanamide NC1=C(C(=NN1C(C(F)(F)[2H])C)C1=CC=C(C=C1)C(C(=O)NC1=CC(=NO1)CC(C)(C)C)C)C#N